molecular hydrogen chloride [Cl-].[H][H]